C1(=CC=CC=C1)[C@@H]1CN(CC12CN(C2)C(C2=CC=C(C=C2)OCC#C)=O)C(C=C)=O (S)-1-(8-Phenyl-2-(4-(prop-2-yn-1-yloxy)benzoyl)-2,6-diazaspiro[3.4]octan-6-yl)prop-2-en-1-one